FC1=C(C(=CC=C1OC)N1N=NC(=C1)C)CNC(=O)C=1C(=NN(C1)CC=1C=C2CCN(CC2=CC1)C)COC N-{[2-fluoro-3-methoxy-6-(4-methyl-1,2,3-triazol-1-yl)phenyl]methyl}-3-(methoxymethyl)-1-[(2-methyl-3,4-dihydro-1H-isoquinolin-6-yl)methyl]pyrazole-4-carboxamide